2-((7-methoxy-4-oxochroman-3-yl)methoxy)isoindoline-1,3-dione COC1=CC=C2C(C(COC2=C1)CON1C(C2=CC=CC=C2C1=O)=O)=O